ClC=1C=CC(=C(C1)NC(=O)NC1=CC(=NC2=CC=CC=C12)C)OC 1-(5-Chloro-2-methoxyphenyl)-3-(2-methylquinolin-4-yl)urea